FC(C1=NN=C(S1)C1=CN=C2N1C=C(C=C2N2CCC1(CCOC1)CC2)S(=O)(=O)NC2(CC2)C)F 3-(5-(difluoromethyl)-1,3,4-thiadiazol-2-yl)-N-(1-methylcyclopropyl)-8-(2-oxa-8-azaspiro[4.5]decan-8-yl)imidazo[1,2-a]pyridine-6-sulfonamide